BrCCC1=C(C=CC(=C1)OC)OC 1-(2-bromoethyl)-2,5-dimethoxybenzene